OC=1C(=C2C=CC(=CC2=CC1)S(=O)(=O)[O-])N=NC1=C(C=C(C(=C1)C)S(=O)(=O)[O-])OC.[Na+].[Na+] disodium 6-hydroxy-5-[(2-methoxy-5-methyl-4-sulfonatophenyl)azo]-2-naphthalenesulfonate